C(C)(C)(C)OC(=O)N1C[C@H]([C@@H](C1)OC1COC1)OC=1C=C2CN(C(C2=CC1)=O)[C@H](C(=O)N)CCC(=O)OC(C)(C)C.OCCC1=C(C=CC=C1)CCO |o1:9,10| bis(2'-hydroxyethyl)benzene tert-butyl-(3R*,4R*)-3-((2-((S)-1-amino-5-(tert-butoxy)-1,5-dioxopentan-2-yl)-1-oxoisoindolin-5-yl)oxy)-4-(oxetan-3-yloxy)pyrrolidine-1-carboxylate